N-[2-(2,4-dimethylphenyl)-2-fluoro-ethyl]-5-(3-ethylphenoxy)-2-methyl-pyridine-4-carboxamide CC1=C(C=CC(=C1)C)C(CNC(=O)C1=CC(=NC=C1OC1=CC(=CC=C1)CC)C)F